ClC1=CC=C(C=C1)C1=C(C=CC(=C1)OC)C1=NC=CC=C1 2-(4'-Chloro-5-methoxy-[1,1'-biphenyl]-2-yl)pyridine